F[C@H]1CN(CC1)C1=NC(=CN=C1)C#C[Si](C)(C)C (R)-2-(3-fluoropyrrolidin-1-yl)-6-((trimethylsilyl)ethynyl)pyrazine